4-(2-(6-((5-Chloro-6-methoxypyridin-3-yl)methyl)-3,6-diazabicyclo[3.1.1]hept-3-yl)pyrimidin-5-yl)-6-(2-morpholinylethoxy)pyrazolo[1,5-a]pyridine-3-carbonitrile ClC=1C=C(C=NC1OC)CN1C2CN(CC1C2)C2=NC=C(C=N2)C=2C=1N(C=C(C2)OCCN2CCOCC2)N=CC1C#N